Cl.ClC1=C(C=CC=C1)C=1CCCC2=C(C1C1=C(C=CC(=C1)O[C@H]1CN(CC1)CCCF)F)C=CC(=C2)C(=O)O (R)-8-(2-chlorophenyl)-9-(2-fluoro-5-((1-(3-fluoropropyl)pyrrolidin-3-yl)oxy)phenyl)-6,7-dihydro-5H-benzo[7]annulene-3-carboxylic acid, hydrochloride